vanadium-gallium [Ga].[V]